NCC(=O)N(C)C1=CC=C(C=C1)I 2-amino-N-(4-iodophenyl)-N-methylacetamide